N1=C2C(=NC=C1)N=CC=C2 pyrido-[2,3-b]pyrazine